OB1ON=CC2=C1C=CC(=C2)C2=NC=CC=C2NC(C)C=2C=C(C=C1C(C(=C(OC21)N2CCOCC2)C)=O)C 8-[1-[[2-(1-hydroxy-2,3,1-benzoxazaborinin-6-yl)-3-pyridyl]amino]ethyl]-3,6-dimethyl-2-morpholino-chromen-4-one